N-(1-Methylpiperidin-4-yl)-5,7-diphenylpyrazolo[1,5-a]pyrimidine-2-carboxamide CN1CCC(CC1)NC(=O)C1=NN2C(N=C(C=C2C2=CC=CC=C2)C2=CC=CC=C2)=C1